P(=O)(O)(O)O[C@H]1[C@H]([C@@H](O[C@@H]1CO)N1C(=O)N=C(N)C=C1)OCCCCCCCCCC 2'-O-decyl-cytidine-3'-phosphate